tert-butyl (12aR)-10-chloro-9-(5-methyl-1H-indazol-4-yl)-3,4,12,12a-tetrahydro-6H-pyrazino[2,1-c][1,4]benzoxazepine-2(1H)-carboxylate ClC1=C(C=CC=2CN3[C@@H](COC21)CN(CC3)C(=O)OC(C)(C)C)C3=C2C=NNC2=CC=C3C